ClC1=CC(=C(C=C1)NC=1C(C2=CC=CC=C2C(C1)=O)=O)C#CC1=CC=CC=C1 2-((4-chloro-2-(phenylethynyl)phenyl)amino)naphthalene-1,4-dione